OC(C(=O)N1CC2(CC2)C[C@H]1C(=O)N[C@@H](C[C@H]1C(NCC1)=O)C(COC(F)(F)F)=O)C1=CC(=C(C(=C1)F)F)F (6S)-5-(2-hydroxy-2-(3,4,5-trifluorophenyl)acetyl)-N-((S)-3-oxo-1-((S)-2-oxopyrrolidin-3-yl)-4-(trifluoromethoxy)butan-2-yl)-5-azaspiro[2.4]heptane-6-carboxamide